FC(C)(F)C1=NC=CC(=N1)NC1=CC(=NC=C1N1N=CC(=C1)C)NC(C)=O N-(4-((2-(1,1-difluoroethyl)pyrimidin-4-yl)amino)-5-(4-methyl-1H-pyrazol-1-yl)pyridin-2-yl)acetamide